N1=C(C=CC=C1)N1C(=CC=C1)C=O 1-(2-pyridyl)-1H-pyrrole-2-carbaldehyde